heptadecafluorooctyl-ammonium FC(C(C(C(C(C(C(F)(F)[NH3+])(F)F)(F)F)(F)F)(F)F)(F)F)(C(F)(F)F)F